(R,Z)-1-((2'-chloro-4'-fluoro-5-(pyrrolidin-1-yl)-[1,1'-biphenyl]-2-yl)sulfonyl)-4-fluoro-N-(4-(methylsulfonyl)but-3-en-2-yl)piperidine-4-carboxamide ClC1=C(C=CC(=C1)F)C1=C(C=CC(=C1)N1CCCC1)S(=O)(=O)N1CCC(CC1)(C(=O)N[C@H](C)\C=C/S(=O)(=O)C)F